C(C)(C)(C)OC([C@H](NC(C1=C(C=CC(=C1)C#N)N)=O)C)=O (2-Amino-5-cyanobenzoyl)-D-alanine tert-butyl ester